Racemic-1,3-Butanediol C(C[C@@H](C)O)O |r|